5-[(9aS)-3-bromo-2-[2-(4-fluorophenyl)ethyl]-5-oxo-7,8,9,9a-tetrahydropyrido[2,3-a]pyrrolizin-4-yl]-N-[(3,4-difluorophenyl)methyl]thiophene-2-carboxamide BrC1=C(C2=C([C@@H]3CCCN3C2=O)N=C1CCC1=CC=C(C=C1)F)C1=CC=C(S1)C(=O)NCC1=CC(=C(C=C1)F)F